C1(CC1)C1C(COC1)N1C=NC2=C1C=C(C=C2)C(=O)O 3-(4-cyclopropyltetrahydrofuran-3-yl)benzimidazole-5-carboxylic acid